C(C)(C)NS(=O)(=O)NC=1C=CC(=NC1)C=1N=NN(C1NC(O[C@H](C)C=1C(=NC=CC1)Cl)=O)C (R)-1-(2-chloropyridin-3-yl)ethyl (4-(5-((N-isopropylsulfamoyl)amino)pyridin-2-yl)-1-methyl-1H-1,2,3-triazol-5-yl)carbamate